C1C[C@H](N(C1)C(=O)CN)C(=O)O The molecule is a dipeptide consisting of L-proline having a glycyl residue attached to its alpha-amino group. It has a role as a metabolite. It derives from a glycine and a L-proline. It is a tautomer of a Gly-Pro zwitterion.